C(C=1C(O)=CC=CC1)(=O)[O-].C(C(O)C)(=O)[O-].C(C(O)C)(=O)[O-].[Ti+3] titanium bis-lactate mono-salicylate